C(#N)C1(CC(C1)C(=O)NC=1C=CC(=NC1)C=1N=NN(C1NC(O[C@H](C)C=1C(=NC=CC1)Cl)=O)C)F (R)-1-(2-chloropyridin-3-yl)ethyl (4-(5-(3-cyano-3-fluorocyclobutane-1-carboxamido) pyridin-2-yl)-1-methyl-1H-1,2,3-triazol-5-yl)carbamate